O1C2=C(OCC1)C=C(C=C2)C=2C=C1C(=C(C(N(C1=NC2)CCN2CCOCC2)=O)C(=O)NC2CCC(CC2)C)O 6-(2,3-dihydrobenzo[b][1,4]dioxin-6-yl)-4-hydroxy-N-(4-methylcyclohexyl)-1-(2-morpholinoethyl)-2-oxo-1,2-dihydro-1,8-naphthyridine-3-carboxamide